N,N-dimethyl-3-[(1R)-1-[7-[6-[2-(5-cyclopropyl-3-methyl-isoxazol-4-yl)-4-fluoro-phenoxy]-1,2,4-triazin-5-yl]-2,7-diazaspiro[3.4]octan-2-yl]-2-methyl-propyl]cyclobutanamine CN(C1CC(C1)[C@@H](C(C)C)N1CC2(C1)CCN(C2)C=2N=CN=NC2OC2=C(C=C(C=C2)F)C=2C(=NOC2C2CC2)C)C